6,7-dihydrothiazolo-[5,4-c]pyridine-5(4H)-carboxamide N1=CSC=2CN(CCC21)C(=O)N